4-[2-(1-methoxy-4-piperidyl)ethyl]-2-(trifluoromethyl)quinazolin-5-ol CON1CCC(CC1)CCC1=NC(=NC=2C=CC=C(C12)O)C(F)(F)F